ClC=1C=C(C=CC1)C1=CC(=CC=C1)[C@H](C(=O)N1CC2=C(CCC1)N=C(NC2=O)C2(CC2)C2=CC(=CC=C2)C(C)C)O (R)-6-(2-(3'-chloro-[1,1'-biphenyl]-3-yl)-2-hydroxyacetyl)-2-(1-(3-isopropylphenyl)cyclopropyl)-3,5,6,7,8,9-hexahydro-4H-pyrimido[5,4-c]azepin-4-one